C(C1=CC=CC=C1)=C1C=C(C(C(=C1)C(C)(C)C)=O)C(C)(C)C 4-benzylidene-2,6-bis-tert-butylcyclohexa-2,5-dien-1-one